4-Acetylphenylboronic acid C(C)(=O)C1=CC=C(C=C1)B(O)O